CC1=CC(=C(C=C1)C)S(=O)(=O)C2=CC=CC=C2 2,5-Dimethyldiphenylsulfone